(S)-3-fluoro-4-methylpent-3-en-2-amine FC([C@H](C)N)=C(C)C